C(#N)C(C)(C)C1=CC(=NN1[C@@H]1COCC1)NC=1N(C=2C(=NC=C(C2CC)OC2=CC(=NC=C2)NC(C)=O)N1)C (S)-N-(4-((2-((5-(2-cyanopropan-2-yl)-1-(tetrahydrofuran-3-yl)-1H-pyrazol-3-yl)amino)-7-ethyl-1-methyl-1H-imidazo[4,5-b]pyridin-6-yl)oxy)pyridin-2-yl)acetamide